N-((1S,3S)-3-((3-bromo-6,7-dihydrospiro[cyclopenta[d]pyrazolo[1,5-a]pyrimidine-5,1'-cyclopentane]-8-yl)amino)cyclopentyl)methanesulfonamide BrC=1C=NN2C1N=C1C(=C2N[C@@H]2C[C@H](CC2)NS(=O)(=O)C)CCC12CCCC2